C1=NC(=CN2N=C3C=CC=CC3=C21)C(=O)[O-] pyrazino[1,2-b]indazole-3-carboxylate